3-((4-(6-(2-(Benzylamino)-2-oxoethyl)pyridin-3-yl)phenyl)amino)-N-hydroxypropionamide C(C1=CC=CC=C1)NC(CC1=CC=C(C=N1)C1=CC=C(C=C1)NCCC(=O)NO)=O